di(phenethyl)phosphinic acid C(CC1=CC=CC=C1)P(O)(=O)CCC1=CC=CC=C1